O1COCC2=C1C=CC(=C2)C(=C2CCNCCC2)C2=CC1=C(OCOC1)C=C2 4-(bis(4H-benzo[d][1,3]dioxin-6-yl)methylene)azepane